Tert-butyl 2-((6-azaspiro[3.4]octan-6-yl)methyl)-6-((4-(6-nitro-1-(tetrahydro-2H-pyran-2-yl)-1H-indazol-4-yl)-1H-1,2,3-triazol-1-yl)methyl)-1H-indole-1-carboxylate C1CCC12CN(CC2)CC=2N(C1=CC(=CC=C1C2)CN2N=NC(=C2)C2=C1C=NN(C1=CC(=C2)[N+](=O)[O-])C2OCCCC2)C(=O)OC(C)(C)C